C(C)(C)(C)OC(=O)N[C@H](C(=O)O)CC1=CC(=CC=C1)C1=CC=CC=2OC(OC21)(F)F (S)-2-((tert-Butoxycarbonyl)amino)-3-(3-(2,2-difluorobenzo[d][1,3]dioxolan-4-yl)phenyl)propanoic acid